N-(2-(1-hydroxy-1-(m-tolyl)ethyl)phenyl)-4-methylbenzenesulfonamide OC(C)(C=1C=C(C=CC1)C)C1=C(C=CC=C1)NS(=O)(=O)C1=CC=C(C=C1)C